ClC=1C=NC(=C(C(=O)NC2CCC(CC2)CN2C(N(C3=C2C=NC=C3)C3=C(C=CC(=C3)OC)Cl)=O)C1)C(F)(F)F 5-chloro-N-((1r,4r)-4-((1-(2-chloro-5-methoxyphenyl)-2-oxo-1H-imidazo[4,5-c]pyridin-3(2H)-yl)methyl)cyclohexyl)-2-(trifluoro-methyl)nicotinamide